N-(4-bromophenyl)-2-(6-fluoroquinoline-4-yl)-7-aza-spiro[3.5]nonane-7-carboxamide BrC1=CC=C(C=C1)NC(=O)N1CCC2(CC(C2)C2=CC=NC3=CC=C(C=C23)F)CC1